3'-chloro-4,4'-diaminobenzanilide ClC=1C=C(NC(C2=CC=C(C=C2)N)=O)C=CC1N